N-(pyridine-2-yl)-1H-benzo[d]imidazole N1=C(C=CC=C1)N1C=NC2=C1C=CC=C2